ClC=1C=C(OC2=NC(=NN2C(C)C)Br)C=C(C1)F 5-(3-chloro-5-fluorophenoxy)-3-bromo-1-(propan-2-yl)-1H-1,2,4-triazole